OB1OCC2=C1C=C(C=C2C(F)(F)F)C(=O)N[C@H](C(=O)N[C@H](C(=O)O)CCC(CN2C(CCC2=O)=O)=O)[C@H](C)NC(=O)C=2C=C(C1=C(B(OC1)O)C2)C(F)(F)F (S)-2-((2S,3S)-2,3-bis(1-hydroxy-4-(trifluoromethyl)-1,3-dihydrobenzo[c][1,2]oxaborole-6-carboxamido)butanamido)-6-(2,5-dioxopyrrolidin-1-yl)-5-oxohexanoic acid